C(C)(C)(C)OP(=O)(OC(C)(C)C)[O-] di-tert-butylphosphate